C1(CC1)N1N=CC2=C(C(=CC=C12)N1C(N(C=C1)C=1N(N=C2C1C(N(CC2)C(=O)[O-])C)C2=CC(=C(C(=C2)C)F)C)=O)F 3-(3-(1-cyclopropyl-4-fluoro-1H-indazol-5-yl)-2-oxo-2,3-dihydro-1H-imidazol-1-yl)-2-(4-fluoro-3,5-dimethylphenyl)-4-methyl-2,4,6,7-tetrahydro-5H-pyrazolo[4,3-c]pyridine-5-carboxylate